C(#N)C1(CN(C1)C)C1=CC=2N(C=C1)C(=CN2)C2=CC(=C(C(=O)NC1CC1)C(=C2)OC)OC(F)F 4-[7-(3-Cyano-1-methyl-azetidin-3-yl)imidazo[1,2-a]pyridin-3-yl]-N-cyclopropyl-2-(difluoromethoxy)-6-methoxy-benzamide